N1C=CC2=C(C=CC=C12)C=1C=C(C=CC1)[C@@H](C)NC1=NC(=NC2=CC(=C(C=C12)OC)OC)C N-{(1R)-1-[3-(1H-indol-4-yl)-phenyl]ethyl}-6,7-dimethoxy-2-methylquinazolin-4-amine